3-(1-oxo-5-(((2R,3S)-3-((4-(trifluoromethyl)cyclohexyl)amino)tetrahydro-2H-pyran-2-yl)methyl)isoindolin-2-yl)piperidine-2,6-dione O=C1N(CC2=CC(=CC=C12)C[C@H]1OCCC[C@@H]1NC1CCC(CC1)C(F)(F)F)C1C(NC(CC1)=O)=O